Cl.CC1=C(C=CC(=C1)S(N[C@H](C)C1CCNCC1)(=O)=O)NC(=O)C1=CN=CS1 (R)-N-(2-methyl-4-(N-(1-(piperidin-4-yl)ethyl)sulfamoyl)phenyl)thiazole-5-carboxamide hydrochloride